[Hg]=O.[Cd].[Te] tellurium-cadmium-mercury oxide